CC(C[C@H]1[C@@H](C[C@H]2N(CCC3=CC(=C(C=C23)OC)OCC=2NC=CN2)C1)O)(C)C (2R,3R,11bR)-3-(2,2-dimethylpropyl)-9-(1H-imidazol-2-ylmethoxy)-10-methoxy-1H,2H,3H,4H,6H,7H,11bH-pyrido[2,1-a]isoquinolin-2-ol